methyl 6-(4-fluorophenyl)-1H-indole-3-carboxylate FC1=CC=C(C=C1)C1=CC=C2C(=CNC2=C1)C(=O)OC